3-{3-[(4-fluorophenyl)methoxy]-4-nitrophenyl}-7-iodofuro[3,2-c]pyridin-4-amine FC1=CC=C(C=C1)COC=1C=C(C=CC1[N+](=O)[O-])C1=COC2=C1C(=NC=C2I)N